O1C(CC1)CN1C=NC=2C1=NC(=CC2)C(=O)[O-] 3-(oxetan-2-ylmethyl)-3H-imidazolo[4,5-b]pyridine-5-carboxylate